3-(1-oxo-5-(4-(thiazol-2-yl)-1H-1,2,3-triazol-1-yl)isoindolin-2-yl)piperidine-2,6-dione O=C1N(CC2=CC(=CC=C12)N1N=NC(=C1)C=1SC=CN1)C1C(NC(CC1)=O)=O